COS(=O)(=O)[O-].COC1=CC=CC2=[N+](C3=CC=CC=C3N=C12)C 1-Methoxy-5-methylphenazinium methyl-sulfate